palmitoyl-2-myristoyl-sn-glycero-3-phosphocholine C(CCCCCCCCCCCCCCC)(=O)C(OP(OC[C@@H](CO)OC(CCCCCCCCCCCCC)=O)(=O)[O-])C[N+](C)(C)C